6-(2,5-Difluoro-4-hydroxyphenyl)-5-((2,4,6-trifluorobenzyl)thio)thiazolo[4,5-d]pyrimidin-7(6H)-one FC1=C(C=C(C(=C1)O)F)N1C(=NC2=C(C1=O)SC=N2)SCC2=C(C=C(C=C2F)F)F